(4R)-4-amino-1-[4-[4-[6-chloro-4-[[(2R)-1,4-dioxan-2-yl]-difluoro-methyl]-2-pyridinyl]piperazin-1-yl]sulfonylphenyl]pyrrolidin-2-one N[C@@H]1CC(N(C1)C1=CC=C(C=C1)S(=O)(=O)N1CCN(CC1)C1=NC(=CC(=C1)C(F)(F)[C@@H]1OCCOC1)Cl)=O